O1[C@@H](COCC1)CN1N=C2C3=C(CCC2=C1)OC(=C3C)C(=O)OCC ethyl 2-([(2R)-1,4-dioxan-2-yl]methyl)-8-methyl-4,5-dihydro-2H-furo[2,3-g]indazole-7-carboxylate